ClC1=CC2=C(C=N1)C1(CN2C2=NC(=NC(=C2)C2CCC2)C(C)(F)F)CC1 6'-Chloro-1'-(6-cyclobutyl-2-(1,1-difluoroethyl)pyrimidin-4-yl)-1',2'-dihydrospiro[cyclopropane-1,3'-pyrrolo[3,2-c]pyridine]